FC(OC=1C=CC(=C(C1)N1C(N([C@@H](C1)C#N)C1=CN=CC2=CC=CC=C12)=O)C)F (S)-1-(5-(difluoromethoxy)-2-methylphenyl)-3-(isoquinolin-4-yl)-2-oxoimidazolidine-4-carbonitrile